CC1(C=CC=C(C1C(=O)[PH2]=O)C)C 6,2,6-trimethylbenzoylphosphine oxide